1-(3-bromo-5-chlorophenyl)-3-[3,5-dichloro-2-(2-hydroxyethyl)phenyl]urea BrC=1C=C(C=C(C1)Cl)NC(=O)NC1=C(C(=CC(=C1)Cl)Cl)CCO